3-[5-fluoro-4-[methoxy-[4-(trifluoromethylsulfanyl)phenyl]methyl]-3-pyridyl]-1,2,4-oxadiazole FC=1C(=C(C=NC1)C1=NOC=N1)C(C1=CC=C(C=C1)SC(F)(F)F)OC